O-ethoxybenzamide CCOC1C=CC=CC=1C(N)=O